sorbitol trimontanate C(CCCCCCCCCCCCCCCCCCCCCCCCCCC)(=O)O.C(CCCCCCCCCCCCCCCCCCCCCCCCCCC)(=O)O.C(CCCCCCCCCCCCCCCCCCCCCCCCCCC)(=O)O.OC[C@H](O)[C@@H](O)[C@H](O)[C@H](O)CO